C(CCC)[C@@]1(CS(C2=C(N(C1)C1=CC=C(C=C1)F)C=C(C(=C2)O/C=C/C(=O)O)SC)(=O)=O)CC (S)-(E)-3-((3-butyl-3-ethyl-5-(4-fluorophenyl)-7-(methylsulfanyl)-1,1-dioxo-2,3,4,5-tetrahydro-1,5-benzothiazepin-8-yl)oxy)acrylic acid